5-(3-chlorophenyl)-N-((2-(2,6-dioxopiperidin-3-yl)-1-oxoisoindolin-5-yl)methyl)-1-(4-fluorophenyl)-4-methyl-1H-pyrazole-3-carboxamide ClC=1C=C(C=CC1)C1=C(C(=NN1C1=CC=C(C=C1)F)C(=O)NCC=1C=C2CN(C(C2=CC1)=O)C1C(NC(CC1)=O)=O)C